O1N=CNCC1 5,6-DIHYDRO-4H-1,2,4-OXADIAZINE